C(C)N(CC)[Al](N(C)CCC(CC)NC)N(CC)CC Bis(diethylamino)(3-ethylmethylaminopropyl-methylamino)aluminum